FC1(CC(C1)OC=1C=C(C=NC1)CC(=O)NC1=CC=C(N=N1)CCC(CN1N=NC(=C1)C(=O)NC)F)F 1-(4-(6-(2-(5-(3,3-difluorocyclobutoxy)pyridin-3-yl)acetamido)pyridazin-3-yl)-2-fluorobutyl)-N-methyl-1H-1,2,3-triazole-4-carboxamide